tert-butyl 4-hydroxy-2-methyl-5,8-dihydropyrido[3,4-d]pyrimidine-7(6H)-carboxylate OC=1C2=C(N=C(N1)C)CN(CC2)C(=O)OC(C)(C)C